CCCCCCCCCCCCC/C=C/[C@H]([C@H](COP(=O)([O-])[O-])NC(=O)CCCCC)O The molecule is a ceramide 1-phosphate(2-) in which the ceramide N-acyl group is specified as hexanoyl; major species at pH 7.3. It is a conjugate base of a N-hexanoylsphingosine 1-phosphate.